1-methoxy-2,4-pentanedione COCC(CC(C)=O)=O